1-(6-chloropyridin-3-yl)-N-(3-chlorobenzyl)methylamine ClC1=CC=C(C=N1)CNCC1=CC(=CC=C1)Cl